(R)-1-(3-(3-chloro-6-(1-(2-(diethylamino)ethyl)-1H-pyrazol-4-ylamino)-1H-pyrazolo[3,4-d]pyrimidin-4-ylamino)piperidin-1-yl)prop-2-en-1-one ClC1=NNC2=NC(=NC(=C21)N[C@H]2CN(CCC2)C(C=C)=O)NC=2C=NN(C2)CCN(CC)CC